ClC1=NC=C(C(=N1)NCC1=CC=C(C=C1)C=1N(C=C(N1)C(F)(F)F)C)OC(F)F 2-chloro-5-(difluoromethoxy)-N-(4-(1-methyl-4-(trifluoromethyl)-1H-imidazol-2-yl)benzyl)pyrimidin-4-amine